(1s,4s)-4-((5-amino-2-((tetrahydro-2H-pyran-4-yl)amino)pyrimidin-4-yl)amino)-1-methylcyclohexanecarboxamide NC=1C(=NC(=NC1)NC1CCOCC1)NC1CCC(CC1)(C(=O)N)C